Tert-butyl-2-methyl-6-carbonylazepine-1-carboxylate C(C)(C)(C)OC(=O)N1C(=CC=CC(C1)=C=O)C